O=C1N(CCC(N1)=O)C=1C=CC(=NC1)CNC=1C=CC=C2CN(C(C12)=O)C(C(=O)NC=1SC=CN1)C1=C(C=CC(=C1)F)O 2-(7-(((5-(2,4-dioxotetrahydropyrimidin-1(2H)-yl)pyridin-2-yl)methyl)amino)-1-oxoisoindolin-2-yl)-2-(5-fluoro-2-hydroxyphenyl)-N-(thiazol-2-yl)acetamide